COC=1C=C(C=CC1)C1=CC(=CO1)C(=O)NC1=NC(=NS1)CC(C(F)(F)F)(C)O 5-(3-methoxyphenyl)-N-(3-(3,3,3-trifluoro-2-hydroxy-2-methylpropyl)-1,2,4-thiadiazole-5-yl)furan-3-carboxamide